1-METHYL-7-NITRO-6-VINYL-1H-PYRAZOLO[4,3-C]PYRIDIN-3-YL TRIFLUOROMETHANESULFONATE FC(S(=O)(=O)OC1=NN(C2=C1C=NC(=C2[N+](=O)[O-])C=C)C)(F)F